N[C@](COC1=C(C=C(C=N1)C1=CC(=NC=C1)NC(OC)=O)C(F)F)(CC(=C)C)C Methyl (S)-(6-((2-amino-2,4-dimethylpent-4-en-1-yl)oxy)-5-(difluoromethyl)-[3,4'-bipyridin]-2'-yl)carbamate